(4R,5R)-5-ethyl-4-methyl-thiazolidin-2-ylideneamine C(C)[C@@H]1[C@H](NC(S1)=N)C